FC(C=1C(=C(C=CC1)[C@@H](C)NC(=O)C1=CN(C(C=C1N[C@@H]1[C@H](CN(CC1)C)F)=O)C1(CC1)C(F)F)F)F N-((R)-1-(3-(difluoromethyl)-2-fluorophenyl)ethyl)-1-(1-(difluoromethyl)cyclopropyl)-4-(((3S,4S)-3-fluoro-1-methylpiperidin-4-yl)amino)-6-oxo-1,6-dihydropyridine-3-carboxamide